C(#N)C=1C(=NC(=CC1N1CC(C1)N1CCN(CC1)C(=O)OC(C)(C)C)N1CCC2(C(CCO2)=O)CC1)C(F)(F)F tert-Butyl 4-(1-(3-cyano-6-(4-oxo-1-oxa-8-azaspiro[4.5]decan-8-yl)-2-(trifluoromethyl)pyridin-4-yl)azetidin-3-yl)piperazine-1-carboxylate